4-methyl-N-((4-(1-methyl-1H-pyrazol-4-yl)pyridin-2-yl)methyl)-3-(methylsulfonyl)benzamide CC1=C(C=C(C(=O)NCC2=NC=CC(=C2)C=2C=NN(C2)C)C=C1)S(=O)(=O)C